N1(CCC1)C(CC1=CC=C(C=C1)NC=1N=CC2=C(N1)CN(CC2)C2=C(C1=C(OCCN1)N=C2)C)=O 1-(azetidin-1-yl)-2-{4-[(7-{8-methyl-1H,2H,3H-pyrido[2,3-b][1,4]oxazin-7-yl}-5H,6H,7H,8H-pyrido[3,4-d]pyrimidin-2-yl)amino]phenyl}ethan-1-one